ClC=1C=C2C(=CC1Cl)NC([C@]21CN(CC1)C(=O)NN)=O (3S)-5,6-dichloro-2-oxo-1H-spiro[indole-3,3'-pyrrolidine]-1'-carbohydrazide